tert-butyl-3-(2-((N-(tert-butoxycarbonyl)sulfamoyl)(propyl)amino)ethyl)azetidine-1-carboxylate C(C)(C)(C)OC(=O)N1CC(C1)CCN(CCC)S(NC(=O)OC(C)(C)C)(=O)=O